C(C)(C)(C)OC(N(CCO)CCN)=O (2-aminoethyl)(2-hydroxyethyl)carbamic acid tert-butyl ester